C(#N)CC(=O)N1CC(CC1)C(=O)NC 1-(2-cyanoacetyl)-N-methyl-pyrrolidine-3-carboxamide